FC1(CC(C1)C1=CC=C(C=C1)C1=CC=C(C=C1)OC1=C(N=NN1)C(=O)OCC)F ethyl 5-((4'-(3,3-difluorocyclobutyl)-[1,1'-biphenyl]-4-yl) oxy)-1H-1,2,3-triazole-4-carboxylate